benzyl (7-hydroxyspiro[3.5]nonan-2-yl)(methyl)carbamate OC1CCC2(CC(C2)N(C(OCC2=CC=CC=C2)=O)C)CC1